FC(C=1C=C(C=CC1)C=1C=C2C(=NC1)NC(N2CC2=CC=C(C=C2)C(F)(F)F)=O)(F)F 6-[3-(trifluoromethyl)phenyl]-1-[[4-(trifluoromethyl)phenyl]methyl]-3H-imidazo[4,5-b]pyridin-2-one